COC1=CC=C(C2=C1NC(=N2)NC(=O)C2=CN=C1N2C=CC=C1)C1CCOCC1 Imidazo[1,2-a]pyridine-3-carboxylic acid [7-methoxy-4-(tetrahydropyran-4-yl)-1H-benzoimidazol-2-yl]-amide